O1C(=CC=C1)CNC=1N=C(C2=C(N1)CN(C2)C#N)C2=CC=CC=C2 2-((furan-2-ylmethyl)amino)-4-phenyl-5,7-dihydro-6H-pyrrolo[3,4-d]pyrimidine-6-carbonitrile